ClC1=C(C(=O)NCC(=O)N[C@@H](CC(C)C)B2OC([C@H](O2)CC(=O)NC(C)C)=O)C=C(C=C1)Cl 2,5-dichloro-N-(2-(((R)-1-((R)-4-(2-(isopropylamino)-2-oxoethyl)-5-oxo-1,3,2-dioxaborolan-2-yl)-3-methylbutyl)amino)-2-oxoethyl)benzamide